C(C1=CC=CC=C1)C1(C(C(=CC(=C1)F)N)Br)NC1=CC=C(C=C1)F M-benzyl-2-bromo-5-fluoro-N3-(4-fluorophenyl)benzene-1,3-diamine